(R)-N-((1H-pyrrolo[3,2-c]pyridin-2-yl)methyl)-2-(5-((1-(dibenzo[b,d]furan-2-yl)ethyl)amino)-3-methyl-2,6-dioxo-3,6-dihydropyrimidin-1(2H)-yl)acetamide N1C(=CC=2C=NC=CC21)CNC(CN2C(N(C=C(C2=O)N[C@H](C)C2=CC1=C(OC3=C1C=CC=C3)C=C2)C)=O)=O